CN1CC(C1)C=1C=C(C=CC1)O 3-(1-methylazetidin-3-yl)phenol